F[C@H]1CN(CC[C@H]1NC1=CC=CC=2N1N=C(C2CC(F)(F)F)C#CCNC(=O)C2=NN(N=C2)C)C N-[3-(7-{[(3S,4R)-3-fluoro-1-methylpiperidin-4-yl]amino}-3-(2,2,2-trifluoroethyl)pyrazolo[1,5-a]pyridin-2-yl)prop-2-yn-1-yl]-2-methyl-2H-1,2,3-triazole-4-carboxamide